CCCCCCCCCCCCCCCCCCCCC(C)C isotricosane